ClC=1C2=CN(N=C2C(=C(C1)C1=CC=C(C=C1)C1CCN(CC1)CCF)Cl)C(C(=O)OCC)C1=C2N(C=N1)C[C@@H](C2)F ethyl 2-(4,7-dichloro-6-(4-(1-(2-fluoroethyl)piperidin-4-yl)phenyl)-2H-indazol-2-yl)-2-((R)-6-fluoro-6,7-dihydro-5H-pyrrolo[1,2-c]imidazol-1-yl)acetate